C1(CC2C(CC1)O2)CC[SiH](C(C)C)OC(COCC)=O β-(3,4-epoxycyclohexyl)ethylethoxyacetoxyisopropylsilane